O1C(CCCC1)OC1=C(C=CC=C1)O Tetrahydropyranyloxyphenol